C(C1=CC=CC=C1)N1CCN(CC1)C1=CC=C(C=N1)C=1C=2N(C=C(C1)C=1C=NNC1)N=CC2C#N 4-(6-(4-benzylpiperazin-1-yl)pyridin-3-yl)-6-(1H-pyrazol-4-yl)pyrazolo[1,5-a]pyridine-3-carbonitrile